FC=1C(=C(C(=CC1)[N+](=O)[O-])N1[C@@H](CCC1)CNC(OC(C)(C)C)=O)NC(COC)=O (S)-tert-butyl (1-(3-fluoro-2-(2-methoxyacetamido)-6-nitrophenyl)pyrrolidin-2-yl)methylcarbamate